Br.CN(C)CCCCCC[C@@](O)(C1=CC=C(C=C1)F)C1=C(C=C(C#N)C=C1)CO |r| (RS)-4-(4-(dimethylaminopropyl)-1-(4-fluorophenyl)-1-hydroxybutyl)-3-hydroxymethylbenzonitrile hydrobromide